4-(phenyl)styrene C1(=CC=CC=C1)C1=CC=C(C=C)C=C1